IC[C@H](N)C(=O)O 3-iodo-L-alanine